N1(C=NC=C1)C=1C=C2C(=C(N1)C(=O)NC=1C=NC(=CC1)OCCN1CCCC1)NN=C2 5-(1H-imidazol-1-yl)-N-(6-(2-(pyrrolidin-1-yl)ethoxy)pyridin-3-yl)-1H-pyrazolo[3,4-c]pyridine-7-carboxamide